FC1(CC(C1)C(N1C[C@@H](N(C[C@H]1CC)C=1C=2N=C(N(C2N(C(N1)=O)C)C[C@H]1OCCC1)C)C)C1=CC=C(C=C1)C(F)(F)F)F 6-((2S,5R)-4-((3,3-Difluorocyclobutyl)(4-(trifluoromethyl)phenyl)methyl)-5-ethyl-2-methylpiperazin-1-yl)-3,8-dimethyl-9-(((S)-tetrahydrofuran-2-yl)methyl)-3,9-dihydro-2H-purin-2-one